2,2,5,6,6-pentamethyl-2,3,6,6a-tetrahydropentalen-3a(1H)-ol CC1(CC2C(C(=CC2(C1)O)C)(C)C)C